N-(1-Isopropyl-1H-pyrazol-3-yl)-3-(3-(trifluoromethyl)phenyl)imidazo[1,2-b]pyridazine-6-Amine C(C)(C)N1N=C(C=C1)NC=1C=CC=2N(N1)C(=CN2)C2=CC(=CC=C2)C(F)(F)F